C(C1=CC=CC=C1)N1CC(CCC1)N1CCC(CC1)(C)C 1-(1-benzyl-3-piperidyl)-4,4-dimethyl-piperidine